ClC1=C(C=C2CCC(C2=C1)C(=O)O)C1CCCCC1 6-chloro-5-cyclohexyl-2,3-dihydro-1H-indene-1-carboxylic acid